5-Bromo-6-(methoxy)-1H-benzo[d]imidazole BrC1=CC2=C(NC=N2)C=C1OC